ClC=1C(=C(C=CC1)NC=1C(=NN2C1C(NCC2)=O)C=2C=CN=C1C=CC(NC21)=O)OC 8-{3-[(3-chloro-2-methoxyphenyl)amino]-4-oxo-5H,6H,7H-pyrazolo[1,5-a]pyrazin-2-yl}-1H-1,5-naphthyridin-2-one